C([C@@H](O)C1=CC=CC=C1)(=O)SCCNC(CCNC([C@@H](C(COP(OP(OC[C@@H]1[C@H]([C@H]([C@@H](O1)N1C=NC=2C(N)=NC=NC12)O)OP(=O)(O)O)(=O)O)(=O)O)(C)C)O)=O)=O (S)-mandelyl-CoA